FC1=CC=C(C=C1)[C@H]1[C@@H](C1)NCCC[C@@H](C(=O)N1C(CCC1)C#N)NC(C1=CC=C(C=C1)N1N=NC=C1)=O N-[(2S)-5-[[(1R,2S)-2-(4-fluorophenyl)cyclopropyl]amino]-1-(2-cyanopyrrolidine-1-yl)-1-oxopentan-2-yl]-4-(1H-1,2,3-triazol-1-yl)benzamide